phenoxymethylphenylphosphine O(C1=CC=CC=C1)CPC1=CC=CC=C1